N1=CC=C(C=C1)C1=CC=C(C=C1)N1C(C(CC1)CC1=CC=C(C=C1)C#C[Si](C)(C)C)=O 1-(4-(pyridin-4-yl)phenyl)-3-(4-((trimethylsilyl)ethynyl)benzyl)pyrrolidin-2-one